COC(=O)C=1N(C2=CC(=CC=C2C1CCCO)Cl)C 6-chloro-3-(3-hydroxypropyl)-1-methyl-1H-indole-2-carboxylic acid methyl ester